O1C2=C(OCC1)C=C(C=C2)N2C(=C(C=1C2=NC2=CC=CC=C2N1)S(=O)(=O)C1=CC=C(C)C=C1)N 1-(2,3-dihydrobenzo[b][1,4]dioxin-6-yl)-3-tosyl-1H-pyrrolo[2,3-b]quinoxalin-2-amine